FC1(CC(CC1)NC=1C=C2C=CC(=NC2=C(C1)C(F)(F)F)NC1=CC2=C(C=N1)N(C(N2[C@H]2C[C@@H](CC2)NC(OC)=O)=O)C([2H])([2H])[2H])F methyl ((1R,3R)-3-(6-((6-((3,3-difluorocyclopentyl)amino)-8-(trifluoromethyl)quinolin-2-yl)amino)-3-(methyl-d3)-2-oxo-2,3-dihydro-1H-imidazo[4,5-c]pyridin-1-yl)cyclopentyl)carbamate